tert-butyl 5-(2-ethoxy-2-oxoacetyl)-2,5-diazabicyclo[4.1.0]heptane-2-carboxylate C(C)OC(C(=O)N1CCN(C2CC12)C(=O)OC(C)(C)C)=O